C(C)(C)(C)OC(CC1(CCCCC1)CC1=CC2=C(N(C(N2C)=O)C2C(NC(CC2)=O)=O)C=C1)=O 2-((1-(2,6-Dioxopiperidin-3-yl)-3-methyl-2-oxo-2,3-dihydro-1H-benzimidazol-5-ylmethyl)cyclohexyl)acetic acid tert-butyl ester